C1=CC(=CC=C1[C@H]2[C@@H]([C@@H]([C@H](N2)CO)O)O)N The molecule is a dihydroxypyrrolidine that consists of 5-hydroxymethylpyrrolidine-3,4-diol bearing a 4-aminophenyl substituent at position 2 (the 2S,3S,4R,5R-diastereomer). It derives from an aniline.